C(CC#CCC(=O)[O-])(=O)[O-] 3-hexyne-1,6-dioate